N-(2-Methoxy-5-(4-(trifluoromethyl)phenoxy)phenyl)tetrahydrothiophene-3-carboxamide 1,1-dioxide COC1=C(C=C(C=C1)OC1=CC=C(C=C1)C(F)(F)F)NC(=O)C1CS(CC1)(=O)=O